C(CC)[C@@H]1CC[C@H](CC1)C1CCC(CC1)=O 4-(trans-4-n-propylcyclohexyl)cyclohexanone